O[C@H]1CN(CCC1)C1=C(C=CC=C1)N[C@H](C)C=1C=C(C=C2C(N(C(=NC12)N1CCOCC1)C)=O)C 8-((R)-1-((2-((R)-3-hydroxypiperidin-1-yl)phenyl)amino)ethyl)-3,6-dimethyl-2-morpholinoquinazolin-4(3H)-one